FC1=CC=C(CC2=CC3=C(OC[C@@H](N3C(=O)OC(C)(C)C)C)N=C2C)C=C1 tert-butyl (S)-7-(4-fluorobenzyl)-2,6-dimethyl-2,3-dihydro-1H-pyrido[2,3-b][1,4]oxazine-1-carboxylate